ClC1=CNC2=NC=CC(=C21)OC2=CC(=C(N)C(=C2)F)F 4-((3-CHLORO-1H-PYRROLO[2,3-B]PYRIDIN-4-YL)OXY)-2,6-DIFLUOROANILINE